CC1=C2C(=NN(C2=CC=C1)C1COCCC1)N1CC(C(C1)(F)F)(F)F 4-methyl-3-(3,3,4,4-tetrafluoropyrrolidin-1-yl)-1-tetrahydropyran-3-yl-indazole